ethyl-7-nitro-12-oxo-4-oxa-1-azatricyclo[7.3.1.05,13]trideca-5,7,9(13),10-tetraene-11-carboxylate C(C)OC(=O)C1=CC=2C=C(C=C3OCCN(C1=O)C32)[N+](=O)[O-]